4-amino-N,1-dimethyl-N-((1R,4S)-1-methyl-7-(trifluoro-methyl)-3,4-dihydro-1H-2-benzopyran-4-yl)-1H-pyrazolo[4,3-c]quinoline-8-carboxamide NC1=NC=2C=CC(=CC2C2=C1C=NN2C)C(=O)N([C@@H]2CO[C@@H](C1=C2C=CC(=C1)C(F)(F)F)C)C